Cl.ClC1=CC=C(C=N1)C=1C2CNC(C1)CC2 5-(6-chloro-3-pyridyl)-2-azabicyclo[2.2.2]oct-5-ene hydrochloride